ICN iodoMethylamine